COC(=O)C1=CC=NC2=CC=C(C=C12)C1(CCN(CC1)C)F.FC1(CCN(CC1)C)C=1C=C2C(=CC=NC2=CC1)C(=O)O 6-(4-Fluoro-1-methylpiperidin-4-yl)quinoline-4-carboxylic acid Methyl-6-(4-fluoro-1-methylpiperidin-4-yl)quinoline-4-carboxylate